ONC1=CC=C(C=C1)C1=CC=CC=C1 N-Hydroxy-4-aminobiphenyl